2-(((tertbutyldimethylsilyl)oxy)methyl)-3-chloro-5-((1-methylcyclopropyl)ethynyl)pyridine C(C)(C)(C)[Si](OCC1=NC=C(C=C1Cl)C#CC1(CC1)C)(C)C